C1=CC=CC=2C3=CC=CC=C3N(C12)C=1C=C(C=CC1)N1C2=CC=CC=C2C=2C=C(C=CC12)P(C1=CC=CC=C1)C1=CC=CC=C1 9-(3-(9H-carbazol-9-yl)phenyl)-3-(diphenylphosphino)-9H-carbazole